C1(=CC=C(C=C1)NC1=CC=2C3=CC=CC=C3C3=CC=CC=C3C2C=C1)C1=CC=CC=C1 N-([1,1'-biphenyl]-4-yl)triphenylen-2-amine